Ethylbenzyl(1-ethyl-1,4-cyclohexadienyl)ruthenium C(C)[Ru](C1=C(CC=CC1)CC)CC1=CC=CC=C1